3,10-dihydroxydodecanoic acid OC(CC(=O)O)CCCCCCC(CC)O